(S)-9-amino-4-ethyl-4-hydroxy-8-methoxy-1,12-dihydro-14H-pyrano[3',4':6,7]-indolizino[1,2-b]quinoline-3,14(4H)-dione NC1=CC=2C=C3C(=NC2C=C1OC)C1=CC2=C(C(N1C3)=O)COC([C@]2(O)CC)=O